ClC1=C(C=C(C(=C1)COC1(CC1)C=1C=NC=CC1C1=C(C=CC=C1)OC1CC1)Cl)CCCCC(=O)NCCN1CCN(CC1)C(=O)OC(C)(C)C t-butyl 4-(2-(5-(2,5-dichloro-4-((1-(4-(2-cyclopropoxyphenyl)pyridin-3-yl)cyclopropoxy)methyl)phenyl) pentanamido)ethyl)piperazine-1-carboxylate